CN(C1=C2NC=NC2=NC=N1)C(NC([C@@H](N)[C@H](O)C)=O)=O N6-methyl-N6-threonylcarbamoyladenine